C(#N)C=1C(=NC(=C(C1CC)C#N)N1CCN(CCC1)C)SC(C(=O)N)C=1C(=NC=CC1)F 2-((3,5-dicyano-4-ethyl-6-(4-methyl-1,4-diazepan-1-yl)pyridin-2-yl)sulfanyl)-2-(2-fluoropyridin-3-yl)acetamide